CC(CNC1=NC=C(C=C1)C=1OC(=NN1)C)CNC1=NC=C(C=N1)SC 2-Methyl-N1-(5-(5-methyl-1,3,4-oxadiazol-2-yl)pyridin-2-yl)-N3-(5-(methylthio)pyrimidin-2-yl)propane-1,3-diamine